bromo-5-((2-methoxypyridin-3-yl)amino)thiazole-4-carboxylic acid ethyl ester C(C)OC(=O)C=1N=C(SC1NC=1C(=NC=CC1)OC)Br